N-(2-(2,5-dioxo-2,5-dihydro-1H-pyrrol-1-yl)ethyl)propanamide O=C1N(C(C=C1)=O)CCNC(CC)=O